racemic-2-(2-chloro-6-fluorophenyl)-6-(4-ethyl-3-(hydroxymethyl)-5-oxo-4,5-dihydro-1H-1,2,4-triazol-1-yl)-4-(prop-1-en-2-yl)-3,4-dihydroisoquinolin-1(2H)-one ClC1=C(C(=CC=C1)F)N1C(C2=CC=C(C=C2[C@H](C1)C(=C)C)N1N=C(N(C1=O)CC)CO)=O |r|